FC(CN(C)[C@@H](C)C1=CC=C(C=C1)C1=NNC(=C1C(C)C)C=1C=C(C=2N(C1)N=CN2)OC)(F)F (S)-2,2,2-trifluoro-N-(1-(4-(4-isopropyl-5-(8-methoxy-[1,2,4]triazolo[1,5-a]pyridin-6-yl)-1H-pyrazol-3-yl)phenyl)ethyl)-N-methylethan-1-amine